C1(=CC=CC=C1)N(C1=CC=C(C=C1)B(O)O)C1=CC=CC=C1 4-(diphenyl-amino)phenylboronic acid